3-[6-Chloro-3-[[(1R)-1-[3,6-dimethyl-4-oxo-2-(1H-pyrazol-4-yl)chromen-8-yl]ethyl]amino]-2-pyridyl]-4H-1,2,4-oxadiazol-5-one ClC1=CC=C(C(=N1)C1=NOC(N1)=O)N[C@H](C)C=1C=C(C=C2C(C(=C(OC12)C=1C=NNC1)C)=O)C